CC1C=C2C(N=N1)=NC(=N2)C(F)(F)F 3-methyl-6-(trifluoromethyl)-3H-imidazo[4,5-c]pyridazine